N-(2-methoxyethyl)aniline tert-Butyl-7-((3,4-difluorobenzyl)oxy)-9-oxo-3,4,11,11a-tetrahydro-1H-pyrazino[1',2':3,4]imidazo[1,2-c]pyrimidine-2(9H)-carboxylate C(C)(C)(C)OC(=O)N1CC2N(C=3N(C(N=C(C3)OCC3=CC(=C(C=C3)F)F)=O)C2)CC1.COCCNC1=CC=CC=C1